ClC1=C(C=CC(=C1)Cl)N1N=C(NC1=O)C 1-(2,4-dichlorophenyl)-3-methyl-1H-1,2,4-triazole-5(4H)-one